C(C)C1(COC1)COCC(CCCC)CC 3-ethyl-3-(2-ethylhexyloxymethyl)oxetane